C(CCCCCCCCCCC)N(CC(=O)N1CCN(CC1)C(CN(CCCCCCCCC)CCN(CCCCCCCCC)CCCCCCCCC)=O)CCCCCCCCCCCC 2-(Didodecylamino)-1-(4-(N-(2-(dinonylamino)ethyl)-N-nonylglycinyl)piperazin-1-yl)ethan-1-one